8-(8,8-difluoro-2,6-diazaspiro[3.4]octan-6-yl)-6-methyl-N-(1-((1-methyl-1H-pyrazol-4-yl)sulfonyl)piperidin-4-yl)pyrido[3,4-d]pyrimidin-2-amine FC1(CN(CC12CNC2)C2=NC(=CC1=C2N=C(N=C1)NC1CCN(CC1)S(=O)(=O)C=1C=NN(C1)C)C)F